3-(3-(azidomethyl)phenyl)-2-((tert-butoxycarbonyl)amino)propionic acid N(=[N+]=[N-])CC=1C=C(C=CC1)CC(C(=O)O)NC(=O)OC(C)(C)C